(2S)-2-(5-bromo-2-fluorophenoxy)propan-1-ol BrC=1C=CC(=C(O[C@H](CO)C)C1)F